BrC1=CC(=C(C=C1)C1(COC1)N([S@](=O)C(C)(C)C)COCC[Si](C)(C)C)Cl |r| (±)-N-[3-(4-bromo-2-chloro-phenyl)oxetan-3-yl]-2-methyl-N-(2-trimethylsilylethoxymethyl)propane-2-sulfinamide